5-(aminomethyl)thiophene-3-carboximidamide HCl Cl.NCC1=CC(=CS1)C(N)=N